C(C)(C)(C)OC(=O)N1C[C@@H]([C@H](CC1)NCC1=CC=C(C=C1)F)F.C(C)O[Si](C(CCCCCCCN(CC)CC)[SiH2]CNCCC[Si](OCC)(OCC)OCC)(OCC)OCC 1-triethoxysilyl-8-(diethylamino)(triethoxysilylpropylamino)methylsilyl-octane tert-butyl-(3S,4S)-3-fluoro-4-{[(4-fluorophenyl)methyl]amino}piperidine-1-carboxylate